1-(tert-butyl) pyrrolidine-1,2,5-tricarboxylate N1(C(CCC1C(=O)[O-])C(=O)[O-])C(=O)OC(C)(C)C